2-(6-(((1S,3S,5R,7R)-7-fluoro-1,8-dimethyl-8-azabicyclo[3.2.1]octan-3-yl-5-d)oxy)pyridazin-3-yl)-5-(1H-imidazol-1-yl)phenol F[C@@H]1C[C@]2(C[C@@H](C[C@@]1(N2C)C)OC2=CC=C(N=N2)C2=C(C=C(C=C2)N2C=NC=C2)O)[2H]